4-(4-Fluorobenzenesulfonyl)-N-[(4-methoxyphenyl)methyl]-1H,2H,3H,4H,5H,6H-pyrrolo[3,4-c]pyrrole-2-carboxamide FC1=CC=C(C=C1)S(=O)(=O)C1C2=C(CN1)CN(C2)C(=O)NCC2=CC=C(C=C2)OC